(2S,4r)-1-[(2S)-2-(4-cyclopropyl-triazol-1-yl)-3,3-dimethyl-butyryl]-4-hydroxy-N-[2-(3-hydroxyphenyl)-1-phenyl-ethyl]pyrrolidine-2-carboxamide C1(CC1)C=1N=NN(C1)[C@H](C(=O)N1[C@@H](C[C@H](C1)O)C(=O)NC(CC1=CC(=CC=C1)O)C1=CC=CC=C1)C(C)(C)C